C(C)N1C(=NC2=NC=C(C=C21)C2=NN=NN2)C(O)(C2=CC=CC=C2)C2=CC=CC=C2 [1-ethyl-6-(1H-1,2,3,4-tetrazol-5-yl)-1H-imidazo[4,5-b]pyridin-2-yl]diphenylmethanol